ClC1=CC=C2CCCC(C2=C1)(C(=O)OC)CC1=NC(=NC(=C1[N+](=O)[O-])Cl)Cl 1-Methyl 7-chloro-1-((2,6-dichloro-5-nitropyrimidin-4-yl)methyl)-1,2,3,4-tetrahydronaphthalene-1-carboxylate